ClC1N(C=C(C=C1)OC[C@H](C)NS(=O)(=O)C(F)(F)F)CC(F)(F)F 2-chloro-N-(2,2,2-trifluoroethyl)-5-[(2S)-2-(trifluoromethylsulfonylamino)propoxy]pyridine